2-(2-((2S,4S)-2-(aminomethyl)-5-chloro-2-phenyl-2,3-dihydrobenzofuran-4-yl)-3-fluorophenoxy)ethane-1-amine NC[C@@]1(OC2=C(C1)C(=C(C=C2)Cl)C2=C(OCCN)C=CC=C2F)C2=CC=CC=C2